[Si](C1=CC=CC=C1)(C1=CC=CC=C1)(C(C)(C)C)O[C@H](CCO)C (3S)-3-[tert-butyl(diphenyl)silyl]oxybutan-1-ol